CN1N=C2[C@@H](N(CCC2=C1C1=CC(=NN1C)C(F)(F)F)C(=O)C1=CC2=C(N=CS2)C=C1C)C (S)-(2,7-dimethyl-3-(1-methyl-3-(trifluoromethyl)-1H-pyrazol-5-yl)-2,4,5,7-tetrahydro-6H-pyrazolo[3,4-c]pyridin-6-yl)(5-methylbenzo[d]thiazol-6-yl)methanone